C1(=CCCC1)C=1C=C2C=CC=3N=C(OC3C2=CC1)N(C)C 7-(Cyclopent-1-en-1-yl)-N,N-dimethylnaphtho[2,1-d]oxazol-2-amine